2-Iodo-N-Phenylacetamid ICC(=O)NC1=CC=CC=C1